C(C1=CC=CC=C1)S(=O)(=O)N1CCC(CC1)NC1=CC(=CC=C1)B1OC(C(O1)(C)C)(C)C 1-(benzylsulfonyl)-N-[3-(4,4,5,5-tetramethyl-1,3,2-dioxaborolan-2-yl)phenyl]piperidin-4-amine